(S)-3-((4-((1S,6S)-7,7-difluoro-3-azabicyclo[4.1.0]heptan-6-yl)phenyl)amino)piperidine-2,6-dione HCl salt Cl.FC1([C@]2(CCNC[C@@H]12)C1=CC=C(C=C1)N[C@@H]1C(NC(CC1)=O)=O)F